C(N)(=N)C=1C=CC(=C(C1)C1=NC2=CC=C(C=C2N(C1=O)CCCCCN1C(CCCC1C)C)C(=O)O)O 2-(5-carbamimidoyl-2-hydroxy-phenyl)4-[5-(2,6-dimethyl-piperidin-1-yl)-pentyl]-3-oxo-3,4-dihydro-quinoxaline-6-carboxylic acid